O1C=CC=C1C(=O)O 5-Furancarboxylic acid